OC1CCC(CC1)NC1=C2C(=NC=C1C(=O)OCC)NC=C2 ethyl 4-(((1S,4S)-4-hydroxycyclohexyl)amino)-1H-pyrrolo[2,3-b]pyridine-5-carboxylate